[Si](C)(C)(C(C)(C)C)OC[C@@H]1NC[C@H](NC1)CC (2R,5R)-2-(((tert-butyldimethylsilyl)oxy)methyl)-5-ethylpiperazine